N-[(3,5-difluoropyridin-2-yl)methyl]-2-[(3R)-3'-fluoro-3-methyl-[1,4'-bipiperidine]-1'-yl]-1,3-oxazole-4-carboxamide FC=1C(=NC=C(C1)F)CNC(=O)C=1N=C(OC1)N1CC(C(CC1)N1C[C@@H](CCC1)C)F